ClC1=C(C=CC=C1)[C@@H]1C[C@@H](C=2N1N=C(N2)[S@@](=O)CF)F (5S,7S)-5-(2-chlorophenyl)-7-fluoro-2-((R)-(fluoromethyl)sulfinyl)-6,7-dihydro-5H-pyrrolo[1,2-b][1,2,4]triazole